4-(2-(1-(2-(Methylsulfanyl)propionyl)piperidin-2-yl)-1H-imidazol-5-yl)benzoic acid CSC(C(=O)N1C(CCCC1)C=1NC(=CN1)C1=CC=C(C(=O)O)C=C1)C